3-(5,7-Difluoro-4-oxo-6-((tetrahydrofuran-3-yl)ethynyl)-1,4-dihydroquinolin-2-yl)-4-(methylsulfonyl)benzonitrile FC1=C2C(C=C(NC2=CC(=C1C#CC1COCC1)F)C=1C=C(C#N)C=CC1S(=O)(=O)C)=O